2-((2-((2-methoxy-4-((4-oxoadamantan-1-yl)oxy)phenyl)amino)-5-(trifluoromethyl)pyrimidin-4-yl)amino)-N,3-dimethylbenzamide COC1=C(C=CC(=C1)OC12CC3C(C(CC(C1)C3)C2)=O)NC2=NC=C(C(=N2)NC2=C(C(=O)NC)C=CC=C2C)C(F)(F)F